4-Methyl-catechol CC=1C=C(C(O)=CC1)O